C(C1=CC=CC=C1)NC=1N(C2=C(N(S(C(C2=O)C2=CC=CC=C2)(=O)=O)CC)N1)C 6-(Benzylamino)-1-ethyl-5-methyl-3-phenyl-3,5-dihydroimidazo[4,5-c][1,2]thiazin-4(1H)-one 2,2-dioxide